COC=1C=C(C=CC1OC)C=1N=C(SC1)C1CCNCC1 (3,4-dimethoxyphenyl)-2-(piperidin-4-yl)thiazole